CC=1N=C2N(N=C(C=C2C)C2=CC3=C(N=C(S3)N(C3CCNCC3)C)C(=C2)F)C1 6-(2,8-dimethylimidazo[1,2-b]pyridazin-6-yl)-4-fluoro-N-methyl-N-(piperidin-4-yl)-1,3-benzothiazol-2-amine